5-aminomethylpyridin NCC=1C=CC=NC1